CC1=NC=CC=C1NC1=C(C=CC(=C1)C(F)(F)F)C1=C(N=CO1)C(=O)OCC Ethyl 5-(2-((2-methylpyridin-3-yl)amino)-4-(trifluoromethyl)phenyl)oxazole-4-carboxylate